(Z)-1-(1-(1H-pyrrol-2-yl)propan-2-yl)-2-cyano-3-((S)-2-(dimethylamino)-3-phenylpropyl)guanidine N1C(=CC=C1)CC(C)N\C(=N/C#N)\NC[C@H](CC1=CC=CC=C1)N(C)C